COC(C1=CC(=CC=C1)NC(C=C(C)C)=O)=O 3-(3-methylbut-2-enamido)benzoic acid methyl ester